3-(4-fluorophenyl)-5-methyl-1H-pyrrole-2,4-dicarboxylic acid diethyl ester C(C)OC(=O)C=1NC(=C(C1C1=CC=C(C=C1)F)C(=O)OCC)C